(R)-5-((S)-4-benzyl-2-oxooxazolidin-3-yl)-4-methyl-5-oxopentanoic acid tert-butyl ester C(C)(C)(C)OC(CC[C@H](C(=O)N1C(OC[C@@H]1CC1=CC=CC=C1)=O)C)=O